CS(=O)(=O)O[C@H]1[C@@H](N(C1=O)C=1C=C2C=3C=CC=CC3C=CC2=C2C=CC=CC12)C1=NC=C(C=C1)F |r| (±)-Trans-N-(chrysen-6-yl)-2-(5-fluoropyridin-2-yl)-4-oxoazetidin-3-yl methanesulfonate